(3R)-3-{[2-(4-methoxyphenyl)[1,2,4]triazolo[1,5-c]quinazolin-5-yl]amino}pyrrolidin-2-one COC1=CC=C(C=C1)C1=NN2C(=NC=3C=CC=CC3C2=N1)N[C@H]1C(NCC1)=O